diaminomercaptotriazine NS(N)C1=NN=NC=C1